5-(((6-((3,4-Dihydroisoquinolin-2(1H)-yl)methyl)-4-oxo-4H-pyran-3-yl)oxy)methyl)-N,N-dimethyl-1H-1,2,3-triazole-1-carboxamide C1N(CCC2=CC=CC=C12)CC1=CC(C(=CO1)OCC1=CN=NN1C(=O)N(C)C)=O